N-(2-morpholinoethyl)-5,7-diphenylpyrazolo[1,5-a]pyrimidine-2-carboxamide O1CCN(CC1)CCNC(=O)C1=NN2C(N=C(C=C2C2=CC=CC=C2)C2=CC=CC=C2)=C1